CN1CC=2N(CC1)N=C(C2)N (5-methyl-4,5,6,7-tetrahydro-pyrazolo[1,5-a]pyrazin-2-yl)-amine